C(CCCCC)[Si](N[Si](CCCCCC)(C)C)(C)C 1,3-dihexyl-tetramethyl-disilazane